C(=O)O.FC1=C(C(=O)N)C=CC=C1 2-fluorobenzamide, formate salt